6-(3-{1-[3,5-bis(trifluoromethyl)benzoylamino]ethyl}pyrazin-2-yl)-N,N-diethylpyridine-3-carboxamide FC(C=1C=C(C(=O)NC(C)C=2C(=NC=CN2)C2=CC=C(C=N2)C(=O)N(CC)CC)C=C(C1)C(F)(F)F)(F)F